1,2-Hexylenoxid C1C(CCCC)O1